2-(4-cyclopropyl-6-methoxypyrimidin-5-yl)-8-{[4-(3-methylpyridin-2-yl)phenyl]methyl}pyrido[2,3-d]pyrimidin-7-one C1(CC1)C1=NC=NC(=C1C=1N=CC2=C(N1)N(C(C=C2)=O)CC2=CC=C(C=C2)C2=NC=CC=C2C)OC